{4-[(5-Chloro-thiophen-2-ylmethyl)-(methyl)amino]-2-trifluoromethyl-phenyl}-carbamic acid ethyl ester C(C)OC(NC1=C(C=C(C=C1)N(C)CC=1SC(=CC1)Cl)C(F)(F)F)=O